C1(CC1)C1=CC=C(CN2CCC3(CC2)COC2=C4CN(C(C4=CC=C23)=O)C2C(NC(CC2)=O)=O)C=C1 3-(1'-(4-cyclopropylbenzyl)-6-oxo-6,8-dihydro-2H,7H-spiro[furo[2,3-e]isoindole-3,4'-piperidin]-7-yl)piperidine-2,6-dione